4-{2-Chloro-3-[(4S)-2-imino-4-methyl-6-oxo-1-(tetrahydropyran-4-yl)hexahydropyrimidin-4-yl]anilino}benzonitrile ClC1=C(NC2=CC=C(C#N)C=C2)C=CC=C1[C@]1(NC(N(C(C1)=O)C1CCOCC1)=N)C